2-(1-(((methylsulfonyl)oxy)methyl)cyclopropyl)acetic acid ethyl ester C(C)OC(CC1(CC1)COS(=O)(=O)C)=O